BrC=1N=C(C(=NC1)N)C1CC1 5-bromo-3-cyclopropylpyrazin-2-amine